C(C)(=O)N[C@@H](CS)C(=O)O acetyl-cystein